1,1,1,3,3,3-hexafluoro-2-((methylamino)methyl)propan-2-ol FC(C(C(F)(F)F)(O)CNC)(F)F